4-chloro-6-(1-isopropylpiperidin-4-yl)pyrido[2,3-d]pyrimidin-7(8H)-one ClC=1C2=C(N=CN1)NC(C(=C2)C2CCN(CC2)C(C)C)=O